COC1=C(C=C(C=N1)C1=CC=C2C(=NNC2=C1)C(=O)NC)C(NCC1=CC(=CC=C1)OC(C)C)=O 6-[6-methoxy-5-({[3-(propan-2-yloxy)phenyl]methyl}-carbamoyl)pyridin-3-yl]-N-methyl-1H-indazole-3-carboxamide